tert-butyl (S)-4-(7-(6-(bis(4-methoxybenzyl)amino)-4-methylpyridin-2-yl)-2,6,8-trifluoroquinazolin-4-yl)-3-methylpiperazine-1-carboxylate COC1=CC=C(CN(C2=CC(=CC(=N2)C2=C(C=C3C(=NC(=NC3=C2F)F)N2[C@H](CN(CC2)C(=O)OC(C)(C)C)C)F)C)CC2=CC=C(C=C2)OC)C=C1